C(C)OC(=O)N1CC(C(C1)=O)C(=O)OCC 4-oxopyrrolidine-1,3-dicarboxylic acid diethyl ester